CC1=C(C2=CC3=NC(=CC4=C(C(=C([N-]4)C=C5C(=C(C(=N5)C=C1[N-]2)C=C)C)[C@H](CC/C=C(\\C)/CC/C=C(\\C)/CCC=C(C)C)O)C)C(=C3CCC(=O)O)C=O)CCC(=O)O.[Fe+3] The molecule is a ferriheme in which the 1-hydroxy group has S-configuration. It has a role as a cofactor. It is a heme a and a ferriheme. It is a conjugate acid of a ferriheme a(1-).